C1=CC=CC=2C1=C1CC3=CC=CC=C3C1=CC2 Benz(a)Fluorene